C(C1=CC=CC=C1)(C1=CC=CC=C1)N1C2CN(C(C1)CC2)C(=O)C=2C=C1CN(C(C1=CC2)=O)C2C(NC(CC2)=O)=O 3-(5-(5-benzhydryl-2,5-diazabicyclo[2.2.2]octane-2-carbonyl)-1-oxoisoindolin-2-yl)piperidine-2,6-dione